C(C1=CC=CC=C1)N1C(N(CC2=CC=CC=C12)CC(CN1C2=CC=C(C=C2C=2C=C(C=CC12)F)F)(C)O)=O benzyl-3-(3-(3,6-difluoro-9H-carbazol-9-yl)-2-hydroxy-2-methylpropyl)-3,4-dihydroquinazolin-2(1H)-one